3-(4-(Octahydro-2H-pyrido[1,2-a]pyrazin-2-yl)pyrimidin-2-yl)imidazo[1,2-a]pyrazine-6-carboxamide C1C2N(CCN1C1=NC(=NC=C1)C1=CN=C3N1C=C(N=C3)C(=O)N)CCCC2